tert-butyl (3R,4R)-4-({[3,5-bis(trifluoromethyl)benzyl](methyl)carbamoyl}amino)-3-(3,4-dichlorophenyl)piperidine-1-carboxylate FC(C=1C=C(CN(C(=O)N[C@H]2[C@@H](CN(CC2)C(=O)OC(C)(C)C)C2=CC(=C(C=C2)Cl)Cl)C)C=C(C1)C(F)(F)F)(F)F